4-[5-(2-aminoethyl)pyridin-2-yl]-3-[2-methyl-5-(2-methylpropyl)pyrazol-3-yl]oxybenzonitrile NCCC=1C=CC(=NC1)C1=C(C=C(C#N)C=C1)OC=1N(N=C(C1)CC(C)C)C